FC1(CC(C1)N1C=C(C(=CC1=O)O)C(=O)OC)F methyl 1-(3,3-difluorocyclobutyl)-4-hydroxy-6-oxo-1,6-dihydropyridine-3-carboxylate